(P)-1-(5-fluoro-2-methoxy-4-(trifluoromethoxy)phenyl)-N-(isoxazol-3-yl)-N-(4-methoxybenzyl)-2-oxo-1,2-dihydroquinoline-6-sulfonamide FC=1C(=CC(=C(C1)N1C(C=CC2=CC(=CC=C12)S(=O)(=O)N(CC1=CC=C(C=C1)OC)C1=NOC=C1)=O)OC)OC(F)(F)F